cobalt-tungsten sulfide [W]=S.[Co]